methyl (1S,3S,5S)-5-methyl-2-((4-((S)-1-phenylethoxy)benzoyl) glycyl)-2-azabicyclo[3.1.0]hexane-3-carboxylate C[C@@]12C[C@H](N([C@H]2C1)C(CNC(C1=CC=C(C=C1)O[C@@H](C)C1=CC=CC=C1)=O)=O)C(=O)OC